C(C)S(=O)(=O)N(C=O)[C@@H]1N2C(N([C@H](CC1)C2)OS(=O)(=O)[O-])=O (2S,5R)-2-(N-(ethylsulfonyl) formamidyl)-7-oxo-1,6-diazabicyclo[3.2.1]oct-6-ylsulfate